CC1=CC(=C(C(N1)=O)CN1C=CC2=CC=CC=C12)SC N-((6-methyl-4-(methylthio)-2-oxo-1,2-dihydropyridin-3-yl)methyl)-1H-indole